NC1=C(C=C(C=N1)C=1C=C2N(N1)CCC21CN(CC1)C(=O)NC1(CCC1)C1=CC=NC=C1)O[C@H](C)C1=CC=CC=C1 2'-{6-amino-5-[(1R)-1-phenylethoxy]pyridin-3-yl}-N-[1-(pyridin-4-yl)cyclobutyl]-5',6'-dihydrospiro[pyrrolidine-3,4'-pyrrolo[1,2-b]pyrazole]-1-carboxamide